(E)-3,5-bis(trifluoromethyl)benzamide ethyl-2-[3-[1-(difluoromethyl)-3,5-dimethyl-pyrazol-4-yl]pyrazolo[1,5-a]pyridin-5-yl]oxazole-5-carboxylate C(C)OC(=O)C1=CN=C(O1)C1=CC=2N(C=C1)N=CC2C=2C(=NN(C2C)C(F)F)C.FC(C=2C=C(C(=O)N)C=C(C2)C(F)(F)F)(F)F